CN1CCN(CC1)C1CCC=2C1=C1C(=C3C=4C=CC=CC4NC23)C(N(C1=O)C)=O 4-methylpiperazin-1-yl(methyl)-4,5,6,7-tetrahydro-1H-cyclopenta[a]pyrrolo[3,4-c]carbazole-1,3(2H)-dione